Racemic-7-fluoro-5-(4-{2-[3-(fluoromethyl)azetidin-1-yl]ethoxy}phenyl)-5H-[1]benzopyrano[4,3-c]quinolin-2-ol FC1=CC=CC2=C1O[C@@H](C1=C2C=NC=2C=C(C=CC12)O)C1=CC=C(C=C1)OCCN1CC(C1)CF |r|